C(C=C)(=O)NC=1C=C(C=NC1)C#CCN(C(=O)[C@H]1N(CCC1)C1=NC(=CC(=C1C#N)C(F)(F)F)C)C1=CC(=C(C=C1)F)F (S)-N-(3-(5-acrylamidopyridin-3-yl)prop-2-yn-1-yl)-1-(3-cyano-6-methyl-4-(trifluoromethyl)pyridin-2-yl)-N-(3,4-difluorophenyl)pyrrolidine-2-carboxamide